ClC=1C=CC=2N(N1)C(=NN2)C2=NOC(=C2)C(F)F 3-(6-chloro-[1,2,4]triazolo[4,3-b]pyridazin-3-yl)-5-(difluoromethyl)isoxazole